2-{4-[(3S)-Piperidin-3-yl]phenyl}-2H-indazol-7-carboxamid N1C[C@@H](CCC1)C1=CC=C(C=C1)N1N=C2C(=CC=CC2=C1)C(=O)N